bis(1,2,2,6,6-pentamethyl-4-piperidinyl)-[[3,5-bis(1,1-dimethylethyl)-4-hydroxyphenyl]methyl] butylmalonate C(CCC)C(C(=O)OC(C1=CC(=C(C(=C1)C(C)(C)C)O)C(C)(C)C)(C1CC(N(C(C1)(C)C)C)(C)C)C1CC(N(C(C1)(C)C)C)(C)C)C(=O)[O-]